(S)-N-(7-(3-hydroxy-3-methylbut-1-yn-1-yl)-5-methyl-4-oxo-2,3,4,5-tetrahydrobenzo[b][1,4]oxazepin-3-yl)-4-(pyridin-3-ylmethyl)picolinamide OC(C#CC1=CC2=C(OC[C@@H](C(N2C)=O)NC(C2=NC=CC(=C2)CC=2C=NC=CC2)=O)C=C1)(C)C